(S)-N-((S)-3-oxo-1-((S)-2-oxopyrrolidin-3-yl)-4-(trifluoromethoxy)butan-2-yl)-5-(2-oxo-2-((2-(trifluoromethyl)-phenyl)amino)acetyl)-5-azaspiro[2.4]-heptane-6-carboxamide O=C([C@H](C[C@H]1C(NCC1)=O)NC(=O)[C@H]1N(CC2(CC2)C1)C(C(NC1=C(C=CC=C1)C(F)(F)F)=O)=O)COC(F)(F)F